tert-butyl (3R,4S)-4-[[4-[3-(2,6-dibenzyloxy-3-pyridyl)-5-fluoro-1-methyl-indazol-6-yl]-3,6-dihydro-2H-pyridin-1-yl]methyl]-3-fluoro-piperidine-1-carboxylate C(C1=CC=CC=C1)OC1=NC(=CC=C1C1=NN(C2=CC(=C(C=C12)F)C=1CCN(CC1)C[C@H]1[C@H](CN(CC1)C(=O)OC(C)(C)C)F)C)OCC1=CC=CC=C1